NC=1N=C(SC1C(C1=CC=CC=C1)=O)N([C@@H](C(=O)N)C)C=1C=NC(=CC1)OC |r| rac-2-[(4-amino-5-benzoyl-thiazol-2-yl)-(6-methoxy-3-pyridyl)amino]propanamide